[(2-cyclopentyl-3-methyl-1H-indol-5-yl)methyl]-4-methyl-pyrimidine-5-carboxamide C1(CCCC1)C=1NC2=CC=C(C=C2C1C)CC1=NC=C(C(=N1)C)C(=O)N